C1(CC1)C1=CC(=CC(=N1)N1C(C2=C3C(C(=CC=C13)F)=CC(=C2)CN2C[C@H](OCC2)C)=O)C2=C(C=C(C=C2)F)C2=NN=CN2C 1-[6-cyclopropyl-4-[4-fluoro-2-(4-methyl-4H-1,2,4-triazol-3-yl)phenyl]pyridin-2-yl]-6-fluoro-4-[[(2R)-2-methylmorpholin-4-yl]methyl]benzo[cd]indol-2(1H)-one